(2S,3aS,6aR)-N-((S)-1-cyano-2-(2-fluoro-4-(3-methyl-2-oxo-2,3-dihydrobenzo[d]oxazol-5-yl)phenyl)ethyl)hexahydro-1H-furo[3,4-b]pyrrole-2-carboxamide C(#N)[C@H](CC1=C(C=C(C=C1)C=1C=CC2=C(N(C(O2)=O)C)C1)F)NC(=O)[C@@H]1C[C@H]2[C@@H](N1)COC2